[Ru].C(C)(C)C1=C(C(=CC=C1)C(C)C)C1[N]C(C(C12CCCCC2)=CC(C)P(C(C)C)C(C)C)(C)C 1-(2,6-diisopropylphenyl)-3,3-dimethyl-2λ2-azaspiro[4.5]decylidene-triisopropylphosphine ruthenium